3-(tert-butyl)-N-(2,3-difluoro-4-(6-(1-methyl-1H-pyrazol-4-yl)pyrazolo[1,5-a]pyrazin-4-yl)benzyl)-1,2,4-oxadiazole-5-carboxamide C(C)(C)(C)C1=NOC(=N1)C(=O)NCC1=C(C(=C(C=C1)C=1C=2N(C=C(N1)C=1C=NN(C1)C)N=CC2)F)F